FC(OC1=CC2=C(N=CO2)C=C1C#N)(F)F 6-(trifluoromethoxy)benzo[d]oxazole-5-carbonitrile